ClC1=C(C=CC=C1)CN1N=C(C=C1C1=CC2=C(N(N=C2C)C)S1)CO [1-[(2-chlorophenyl)methyl]-5-[1,3-dimethyl-1H-thieno[2,3-c]pyrazol-5-yl]-1H-pyrazol-3-yl]methanol